C(C)(C)(C)OC(=O)N1CCC2(CC(C2)N2CCN(CC2)C2=CC=C(C=C2)N2C(NC(CC2)=O)=O)CC1 2-(4-(4-(2,4-Dioxotetrahydropyrimidin-1(2H)-yl)phenyl)piperazin-1-yl)-7-azaspiro[3.5]nonane-7-carboxylic acid tert-butyl ester